(4-chloro-2-(Hydroxymethyl)quinolin-6-yl)(morpholino)methanone ClC1=CC(=NC2=CC=C(C=C12)C(=O)N1CCOCC1)CO